FC1(OC2=C(O1)C=C(C(=C2)C(=O)NC2=CC(=C(C=C2)F)C(F)(F)F)NC(C2=C(C=CC(=C2)C2=NOC1(C2)COC(C1)=O)OC)=O)F 2,2-difluoro-N-(4-fluoro-3-(trifluoromethyl)phenyl)-6-(2-methoxy-5-(8-oxo-1,7-dioxa-2-azaspiro[4.4]non-2-en-3-yl)benzamido)benzo[d][1,3]dioxole-5-carboxamide